(S)-4-((2-Hydroxyethyl)sulfonamido)-N-(6-(2-methylmorpholino)pyridin-2-yl)-2-(6-azaspiro[2.5]octan-6-yl)benzamide OCCS(=O)(=O)NC1=CC(=C(C(=O)NC2=NC(=CC=C2)N2C[C@@H](OCC2)C)C=C1)N1CCC2(CC2)CC1